Bis(trimethylstannyl)-L-thyronine C[Sn](C)(C)N([C@@H](CC1=CC=C(C=C1)OC1=CC=C(C=C1)O)C(=O)O)[Sn](C)(C)C